FC1=C(C(=CC=2SC(=CC21)C(CC(C(=O)OC)(C)C)=O)OC)OCCCOC2=C(C1=C(SC(=C1)C1OC(CC1)=O)C=C2OC)F methyl 4-(4-fluoro-5-(3-((4-fluoro-6-methoxy-2-(5-oxotetrahydrofuran-2-yl)benzo[b]thiophen-5-yl)oxy)propoxy)-6-methoxybenzo[b]thiophen-2-yl)-2,2-dimethyl-4-oxobutanoate